4,5-dihydropyrazolo[4,3-h]quinazoline-3-formamide N1N=C(C=2CCC=3C=NC=NC3C21)C(=O)N